N1N=CC(=C1)NCCCN(C(OCCCC)=O)CCC1=CC=C(C=C1)F butyl (3-((1H-pyrazol-4-yl)amino)propyl)(4-fluorophenethyl)carbamate